(S)-2-((R)-2-((((9H-Fluoren-9-yl)methoxy)carbonyl)amino)-3-methoxy-3-oxopropyl)pyrrolidine-1-Carboxylic acid tert-butyl ester C(C)(C)(C)OC(=O)N1[C@@H](CCC1)C[C@H](C(=O)OC)NC(=O)OCC1C2=CC=CC=C2C=2C=CC=CC12